tert-butyl-[3-[4-chloro-6-(trifluoromethyl)-2-pyridyl]propoxy]-dimethyl-silane C(C)(C)(C)[Si](C)(C)OCCCC1=NC(=CC(=C1)Cl)C(F)(F)F